(fluoromethyl) (2,2-difluoroethyl) sulfate S(=O)(=O)(OCF)OCC(F)F